3-bromo-5,6-dimethyl-pyridine-2-carbonitrile BrC=1C(=NC(=C(C1)C)C)C#N